BrC=1C=CC=C2C=CC(=NC12)N1CCCC1 8-bromo-2-(pyrrolidin-1-yl)quinoline